N-methyl-mono-ethanolamine CNCCO